(S)-7-(2-benzyl-3-chloro-7-oxo-2,4,5,7-tetrahydro-6H-pyrazolo[3,4-c]pyridin-6-yl)-2-cyclopropyl-5,10-dimethyl-7,8-dihydrothiazolo[4',5':4,5]benzo[1,2-b][1,4]oxazepin-6(5H)-one C(C1=CC=CC=C1)N1N=C2C(N(CCC2=C1Cl)[C@@H]1C(N(C2=C(OC1)C(=C1C(=C2)N=C(S1)C1CC1)C)C)=O)=O